ClC1=CC(=NC(=C1O)Cl)C(=O)NC1=C2C(N(C=NC2=C(C=C1)F)CC1=C(C=CC=C1)C(F)(F)F)=O 4,6-dichloro-N-(8-fluoro-4-oxo-3-(2-(trifluoromethyl)benzyl)-3,4-dihydroquinazolin-5-yl)-5-hydroxypicolinamide